COC(=O)C=1C=C(C=C2C3(C(NC12)=O)CC3)C(F)(F)F.ClC3=C(C=CC=C3)C=3N=C(SC3)NC(C3=NC=C(C=C3)N3CCN(CC3)C(=O)C3CN(CCC3)C)=O N-(4-(2-chlorophenyl)thiazol-2-yl)-5-(4-(1-methylpiperidine-3-carbonyl)piperazin-1-yl)picolinamide methyl-2'-oxo-5'-(trifluoromethyl)-spiro[cyclopropane-1,3'-indoline]-7'-carboxylate